5-(methoxycarbonyl)-6-(4-(methylamino)phenyl)octahydroisobenzofuran-4-carboxylic acid COC(=O)C1C(C2COCC2CC1C1=CC=C(C=C1)NC)C(=O)O